OC1=C(C=CC=C1)C=1C=C2C(=NN1)NC[C@@H]1N2CCN(C1)C1CCN(CC1)C(COC=1C=C2CN(C(C2=CC1)=O)[C@H]1C(NC(CC1)=O)=O)C (3R)-3-(5-(2-(4-((S)-2-(2-hydroxyphenyl)-5,6,6a,7,9,10-hexahydro-8H-pyrazino[1',2':4,5]pyrazino[2,3-c]pyridazin-8-yl)piperidin-1-yl)propoxy)-1-oxoisoindolin-2-yl)piperidine-2,6-dione